NCCOC1CCN(CC1)C1=C(C(=C(C(=N1)SC(C(=O)N)C1=CC=CC=C1)C#N)C1CC1)C#N 2-((6-(4-(2-aminoethoxy)piperidin-1-yl)-3,5-dicyano-4-cyclopropylpyridin-2-yl)sulfanyl)-2-phenylacetamide